ClC1=CC(=C(C2=C1O[C@@](O2)(C2CCN(CC2)CC(F)(F)F)C)C)C(=O)NCC=2C(NC(=CC2SC)C)=O (R)-7-chloro-2,4-dimethyl-N-((6-methyl-4-(methylthio)-2-oxo-1,2-dihydropyridin-3-yl)methyl)-2-(1-(2,2,2-trifluoroethyl)piperidin-4-yl)benzo[d][1,3]dioxole-5-carboxamide